2-(2-((5-(1-aminoisoquinolin-7-yl)-1-(tetrahydro-2H-pyran-2-yl)-1H-indazol-3-yl)methoxy)phenyl)acetic acid NC1=NC=CC2=CC=C(C=C12)C=1C=C2C(=NN(C2=CC1)C1OCCCC1)COC1=C(C=CC=C1)CC(=O)O